4-(6-(2,6-dimethylmorpholino)-2-methylpyridin-3-yl)adamantane-1,4-diamine CC1OC(CN(C1)C1=CC=C(C(=N1)C)C1(C2CC3(CC(CC1C3)C2)N)N)C